bis(2,3,5,6-tetrafluorophenyl)bis(cyclopentadienyl)titanium FC1=C(C(=C(C=C1F)F)F)[Ti](C1C=CC=C1)(C1C=CC=C1)C1=C(C(=CC(=C1F)F)F)F